BrC1=CC=CC=2C=3N(C(=NC12)N[C@H]1C(NCCCC1)=O)N=C(N3)C3=C(C=C(C=C3)OC)OC(F)(F)F (3R)-3-({7-bromo-2-[4-methoxy-2-(trifluoromethoxy)phenyl][1,2,4]triazolo[1,5-c]quinazolin-5-yl}amino)azepan-2-one